3-(3-(3-((2-((4-Bromo-2-methylphenyl)amino)-5-(ethoxycarbonyl)pyrimidin-4-yl)amino)propyl)thioureido)propanoic acid BrC1=CC(=C(C=C1)NC1=NC=C(C(=N1)NCCCNC(NCCC(=O)O)=S)C(=O)OCC)C